COC=1C=C2C=CC(=C(C2=CC1)OC1=CC=C(OCC=O)C=C1)C1=CC=C(C=C1)S(=O)(=O)C 2-(4-((6-methoxy-2-(4-(methylsulfonyl)phenyl)naphthalen-1-yl)oxy)phenoxy)acetaldehyde